2-(2-Methoxy-2-oxoethoxy)-5-(trifluoromethyl)benzoic acid methyl ester COC(C1=C(C=CC(=C1)C(F)(F)F)OCC(=O)OC)=O